[4-[5-[tert-butyl(dimethyl)silyl]oxy-1-tetrahydropyran-2-yl-indazol-3-yl]-1-methyl-imidazol-2-yl]methanol [Si](C)(C)(C(C)(C)C)OC=1C=C2C(=NN(C2=CC1)C1OCCCC1)C=1N=C(N(C1)C)CO